NC1C(CC(C(C1)CC)N)CC 1,4-diamino-2,5-diethylcyclohexane